FC(C1=NN=C(O1)C1=CC=2N(C=C1)C=C(N2)CN(C(=O)C2CCNCC2)C2=CC=CC=C2)F N-((7-(5-(difluoromethyl)-1,3,4-oxadiazol-2-yl)imidazo[1,2-a]pyridin-2-yl)methyl)-N-phenylpiperidine-4-carboxamide